isopropyl-(valine) C(C)(C)N[C@@H](C(C)C)C(=O)O